C(#N)C1=C(C=C(OC2C(C(C2(C)C)NC(=O)C2=CC=C(C=C2)N2CCN(CC2)C(=O)OC(C)(C)C)(C)C)C=C1)OC tert-butyl 4-[4-[[3-(4-cyano-3-methoxy-phenoxy)-2,2,4,4-tetramethyl-cyclobutyl]carbamoyl]phenyl]piperazine-1-carboxylate